The molecule is an amino oligosaccharide that is a undecasaccharide derivative in which two tetrasaccharide branches, each formed from alpha-D-galactosyl-(1->3)-beta-D-galactosyl-(1->4)-N-acetyl-beta-D-glucosaminyl-(1->2)-alpha-D-mannose, are linked (1->3) and (1->6) to the mannose residue of a trisaccharide chain consisting of mannose and two N-acetylglucosamine residues all linked beta(1->4) with a beta-configuration of the anomeric carbon of the N-acetylglucosamine residue at the reducing end. It has a role as an epitope. It is an amino oligosaccharide, a glucosamine oligosaccharide and an alpha-D-Galp-(1->3)-beta-D-Galp-(1->4)-beta-D-GlcpNAc-(1->2)-alpha-D-Manp-(1->3)-[alpha-D-Galp-(1->3)-beta-D-Galp-(1->4)-beta-D-GlcpNAc-(1->2)-alpha-D-Manp-(1->6)]-beta-D-Manp-(1->4)-beta-D-GlcpNAc-(1->4)-D-GlcpNAc. CC.CC(=O)N[C@@H]1[C@H]([C@@H]([C@H](O[C@H]1O)CO)O[C@H]2[C@@H]([C@H]([C@@H]([C@H](O2)CO)O[C@H]3[C@H]([C@H]([C@@H]([C@H](O3)CO[C@@H]4[C@H]([C@H]([C@@H]([C@H](O4)CO)O)O)O[C@H]5[C@@H]([C@H]([C@@H]([C@H](O5)CO)O[C@H]6[C@@H]([C@H]([C@H]([C@H](O6)CO)O)O[C@@H]7[C@@H]([C@H]([C@H]([C@H](O7)CO)O)O)O)O)O)NC(=O)C)O)O[C@@H]8[C@H]([C@H]([C@@H]([C@H](O8)CO)O)O)O[C@H]9[C@@H]([C@H]([C@@H]([C@H](O9)CO)O[C@H]1[C@@H]([C@H]([C@H]([C@H](O1)CO)O)O[C@@H]1[C@@H]([C@H]([C@H]([C@H](O1)CO)O)O)O)O)O)NC(=O)C)O)O)NC(=O)C)O